CN(C(O)=O)[C@@H]1CNCC1.O=C1N(C(C2=CC=CC=C12)=O)CCS(=O)(=O)N 2-(1,3-dioxoisoindolin-2-yl)ethane-1-sulfonamide methyl-(S)-pyrrolidin-3-ylcarbamate